FC(OC1=C(C=C(C=C1)C=1C=CC(NN1)=O)OC)F 6-(4-difluoromethoxy-3-methoxyphenyl)-2h-pyridazin-3-one